N,2,2-trimethylethan-1-amine CNCC(C)C